BrC1=CC=C(C=C1)C1=CC=C(C=C1)N(C1=CC=CC=C1)C1=CC=C(C=C1)C1=C2C=CN(C2=CC=C1)C1=CC=CC=C1 (4'-Bromo-1,1'-biphenyl-4-yl)-{4-(1-phenyl-indol-4-yl)phenyl}-phenylamine